C(\C=C\C)(=O)O (e)-but-2-enoic acid